S1C(=CC=C1)CC(=O)P(OC)(OC)=O Dimethyl (2-(thiophen-2-yl)acetyl)phosphonate